C1(CCC1)C(=O)N1CC2(CCC1)OCC(N(CC2)CC(=O)O)=O 2-(2-(cyclobutanecarbonyl)-9-oxo-7-oxa-2,10-diazaspiro[5.6]dodecan-10-yl)acetic acid